4-(4-Methoxyphenyl)-6-methyl-1,6-dihydro-7H-pyrazolo[3,4-c]pyridin-7-one COC1=CC=C(C=C1)C=1C2=C(C(N(C1)C)=O)NN=C2